(3S)-3-(3-bromo-5-chlorophenyl)-3-(2-(4-((5-fluoro-1,4,5,6-tetrahydropyrimidin-2-yl)amino)-1H-indazole-6-carboxamido)acetamido)propanoic acid BrC=1C=C(C=C(C1)Cl)[C@H](CC(=O)O)NC(CNC(=O)C1=CC(=C2C=NNC2=C1)NC=1NCC(CN1)F)=O